BrC1=C(C(=O)O)C=C(C=C1)C(=O)OC 2-bromo-5-(methoxycarbonyl)benzoic acid